N1(CCCCCC1)C=1N=C(C2=C(C=NNC2=O)N1)NC1=CC=C(C=C1)N1CCN(CC1)CCO 2-(azepan-1-yl)-4-((4-(4-(2-hydroxyethyl)piperazin-1-yl)phenyl)amino)pyrimido[4,5-d]pyridazin-5(6H)-one